(6,7-dichloro-9-(pyrimidin-5-yl)-1,3,4,5-tetrahydro-2H-pyrido[4,3-b]indol-2-yl)(5-methoxypyrimidin-2-yl)methanone ClC1=C(C=C(C=2C3=C(NC12)CCN(C3)C(=O)C3=NC=C(C=N3)OC)C=3C=NC=NC3)Cl